cyclobutan-1-ol-13C [13CH]1(CCC1)O